(R)-1-(1-(1-((1-(4-(4-(3-amino-6-(2-hydroxyphenyl)pyridazin-4-yl)morpholin-2-yl)benzoyl)piperidin-4-yl)methyl)piperidin-4-yl)-1H-indol-4-yl)dihydropyrimidine-2,4(1H,3H)-dione NC=1N=NC(=CC1N1C[C@H](OCC1)C1=CC=C(C(=O)N2CCC(CC2)CN2CCC(CC2)N2C=CC3=C(C=CC=C23)N2C(NC(CC2)=O)=O)C=C1)C1=C(C=CC=C1)O